Vinylidene cyanide C(=C)(C#N)C#N